(nitrooxy)silver [N+](=O)([O-])O[Ag]